chloro-5'-(3-chlorophenyl)-3',4'-diphenyl-[1,1':2',1''-terphenyl]-2-carboxylate ClC1=C(C(=CC=C1)C=1C(=C(C(=C(C1)C1=CC(=CC=C1)Cl)C1=CC=CC=C1)C1=CC=CC=C1)C1=CC=CC=C1)C(=O)[O-]